(S)-4-((2-Acetylaminoethyl)(4-(5,6,7,8-tetrahydro-1,8-naphthyridin-2-yl)butyl)amino)-2-aminobutyric acid C(C)(=O)NCCN(CC[C@@H](C(=O)O)N)CCCCC1=NC=2NCCCC2C=C1